FCCCN1C[C@H](CC1)OC1=CC=C(C=C1)C1=C(CCCC2=C1C=CC(=C2)O)C2=CC1=C(N=CN1C)C=C2 5-[4-[(3S)-1-(3-fluoropropyl)pyrrolidin-3-yl]oxyphenyl]-6-(3-methyl-benzimidazol-5-yl)-8,9-dihydro-7H-benzo[7]annulen-2-ol